C1(=CC=CC=C1)C1CNCC2=CC(=CC=C12)O 4-phenyl-1,2,3,4-tetrahydroisoquinolin-7-ol